FC1=CC=C(C=C1)CNC(OC1=C(C=C(C=C1N1C(N(CC1)CC1(CNC1)O)=O)C(F)(F)F)C(F)(F)F)=O 2,4-bis(trifluoromethyl)-6-(3-((3-hydroxyazetidin-3-yl)methyl)-2-oxoimidazolidin-1-yl)phenyl 4-fluorophenylmethylcarbamate